(S)-4-(4-acryloyl-2-methylpiperazin-1-yl)-7-(3,5-dimethyl-1H-indazol-4-yl)-1-(2-isopropylphenyl)-5,6,7,8-tetrahydropyrido[3,4-d]pyrimidin-2(1H)-one C(C=C)(=O)N1C[C@@H](N(CC1)C=1C2=C(N(C(N1)=O)C1=C(C=CC=C1)C(C)C)CN(CC2)C2=C1C(=NNC1=CC=C2C)C)C